O1C(NC(C1)=O)=O oxazole-2,4-dione